(R)-5-(tert-butyl)-N-(1-(2-methyl-4-(7-(piperazin-1-yl)-9H-pyrimido[4,5-b]indol-4-yl)phenyl)ethyl)-1,2,4-oxadiazole-3-carboxamide hydrobromide Br.C(C)(C)(C)C1=NC(=NO1)C(=O)N[C@H](C)C1=C(C=C(C=C1)C1=NC=NC=2NC3=CC(=CC=C3C21)N2CCNCC2)C